NC1(CCN(CC1)C1=CN=C(C=N1)C1=C(C(=CC=C1)Cl)Cl)C 6-(4-amino-4-methylpiperidin-1-yl)-3-(2,3-dichlorophenyl)pyrazin